2-[3,5-dichloro-2-(1-hydroxy-1-methyl-ethyl)-4-pyridinyl]Ethanone ClC=1C(=NC=C(C1CC=O)Cl)C(C)(C)O